ClC1=NC(=CC(=N1)NC1CCN(CC1)C(C)=O)C(=O)N1C[C@H]([C@@H](CC1)N1CC2=CC=CC=C2CC1)O 1-(4-((2-chloro-6-((trans)-4-(3,4-dihydroisoquinolin-2(1H)-yl)-3-hydroxypiperidin-1-carbonyl)pyrimidin-4-yl)amino)piperidin-1-yl)ethan-1-one